(+)-phenol C1(=CC=CC=C1)O